F.NC1=CC2=C(NN=N2)C=C1 5-aminobenzotriazole hydrofluoride